CC(C)(C)OC(=O)NC1CC(C1)CO tert-butyl N-[3-(hydroxymethyl)cyclobutyl]carbamate